FC1=C(OC2=C(C(=NC=C2)NC(OC(C)(C)C)=O)CN2CCN(CC2)C)C=CC(=C1)[N+](=O)[O-] tert-butyl (4-(2-fluoro-4-nitrophenoxy)-3-((4-methylpiperazin-1-yl)methyl)pyridin-2-yl)carbamate